FC1=C(C=C(C(=C1)N1C[C@@H](N([C@@H](C1)C)C)C)NC(C1=CN=C(C=C1C(F)(F)F)OC)=O)N1N=NC(=C1)C(=O)O 1-(2-fluoro-5-(6-methoxy-4-(trifluoromethyl)nicotinamido)-4-((3S,5R)-3,4,5-trimethylpiperazin-1-yl)phenyl)-1H-1,2,3-triazole-4-carboxylic acid